(3-(3-(2-(2-Methoxyethoxy)acetamido)phenyl)imidazo[1,2-a]pyridin-6-yl)cyclopropanecarboxamide COCCOCC(=O)NC=1C=C(C=CC1)C1=CN=C2N1C=C(C=C2)C2(CC2)C(=O)N